CN1N=C(N=C1)C=O 1-methyl-1,2,4-triazole-3-formaldehyde